C(CCC)OC=1C=CC(=NC1)CC(C(=O)O)N1CCN(CCN(CCN(CC1)CC(=O)[O-])CC(=O)[O-])CC(=O)[O-].[Gd+3] Gadolinium 2,2',2''-{10-[2-(5-butoxypyridin-2-yl)-1-carboxyethyl]-1,4,7,10-tetraazacyclododecan-1,4,7-triyl}triacetat